(2S,4R)-4-hydroxy-1-[(2S)-3-methyl-2-[3-[2-(4-methyl-4-piperidyl)ethoxy]isoxazol-5-yl]butanoyl]-N-[(1S)-1-[4-(4-methylthiazol-5-yl)phenyl]ethyl]pyrrolidine-2-carboxamide O[C@@H]1C[C@H](N(C1)C([C@@H](C(C)C)C1=CC(=NO1)OCCC1(CCNCC1)C)=O)C(=O)N[C@@H](C)C1=CC=C(C=C1)C1=C(N=CS1)C